ClC1=CC=C2C(=N1)N=C(O2)N2CCN(CC2)C(=O)C2=CC=C(C=C2)C=2N=NN(N2)CC(C)(C)C [4-(5-chlorooxazolo[4,5-b]pyridin-2-yl)piperazin-1-yl]-[4-[2-(2,2-dimethylpropyl)tetrazol-5-yl]phenyl]methanone